1-Methylcyclobutylbenzoate CC1(CCC1)OC(C1=CC=CC=C1)=O